N(=[N+]=[N-])C1=NC(=NC=C1C(C(=O)OCC)(C(=O)OCC)C)SC diethyl 2-(4-azido-2-(methylthio)pyrimidin-5-yl)-2-methylmalonate